2-propanyl 5-{(5aR,6R,7R,8aS)-7-hydroxy-6-[(1E,3R)-3-hydroxy-4-phenoxy-1-buten-1-yl]-5,5a,6,7,8,8a-hexahydro-2H-cyclopenta[b]oxepin-3-yl}pentanoate O[C@H]1[C@@H]([C@@H]2[C@@H](OCC(=CC2)CCCCC(=O)OC(C)C)C1)\C=C\[C@H](COC1=CC=CC=C1)O